CC(C(=O)[O-])(C)S(=O)(=O)C 2-methyl-2-methylsulfonyl-propionate